NC=1SC2=C(N1)CC[C@H](C2)N (R)-2,6-diamino-4,5,6,7-tetrahydrobenzothiazole